3-{[4-(4-{3-[(tert-butoxycarbonyl)amino]propanamido}-1-methylpyrrole-2-amido)-1-methylpyrrol-2-yl]formamido}propanoic acid C(C)(C)(C)OC(=O)NCCC(=O)NC=1C=C(N(C1)C)C(=O)NC=1C=C(N(C1)C)C(=O)NCCC(=O)O